1-naphthyldiphenylamine C1(=CC=CC2=CC=CC=C12)N(C1=CC=CC=C1)C1=CC=CC=C1